3-({6-methylimidazo[1,2-a]pyridin-2-yl}methyl)-8-phenyl-3H,4H-pyrido[4,3-d]pyrimidin-4-one CC=1C=CC=2N(C1)C=C(N2)CN2C=NC1=C(C2=O)C=NC=C1C1=CC=CC=C1